C1(CC1)C1=CC=C(C=C1)C=1NC2=CC=C(C=C2C1C1CCC1)F 3-[2-(4-cyclopropylphenyl)-5-fluoro-1H-indol-3-yl]cyclobutane